1-(4-(benzylamino)-7-(2-oxopiperidin-4-yl)pyrrolo[2,1-f][1,2,4]triazin-2-yl)-2-methyl-1H-indole-4-carboxamide C(C1=CC=CC=C1)NC1=NC(=NN2C1=CC=C2C2CC(NCC2)=O)N2C(=CC=1C(=CC=CC21)C(=O)N)C